BrC1=CC=C2C(=C(C(=NC2=C1F)C1=CC(=CC=C1)C(F)(F)F)CN1CCC(CC1)N1CCOCC1)C(=O)NC1(CC1)C1=CC=CC=C1 7-bromo-8-fluoro-3-{[4-(4-morpholinyl)-1-piperidinyl]methyl}-N-(1-phenylcyclopropyl)-2-[3-(trifluoromethyl)phenyl]-4-quinolinecarboxamide